CN(C)CC1(CC1)COC=1N=C(C2=C(N1)C(=C(N=C2)C2=CC(=CC1=CC=C(C(=C21)CC)F)O)F)N2CCC(CCC2)C(=O)N2N=C(C=C2)C (1-(2-((1-((dimethylamino)methyl)cyclopropyl)methoxy)-7-(8-ethyl-7-fluoro-3-hydroxynaphthalen-1-yl)-8-fluoropyrido[4,3-d]pyrimidin-4-yl)azepan-4-yl)(3-methyl-1H-pyrazol-1-yl)methanone